N-(4-(4-amino-3-(3-chloro-4-((5-chloro-4-methylpyrimidin-2-yl)oxy)phenyl)-7-cyano-1-methyl-1H-pyrrolo[3,2-c]pyridin-2-yl)phenyl)acrylamide NC1=NC=C(C2=C1C(=C(N2C)C2=CC=C(C=C2)NC(C=C)=O)C2=CC(=C(C=C2)OC2=NC=C(C(=N2)C)Cl)Cl)C#N